C1(=CC=CC=C1)N1C(=NN=C1C1=CC=CC=C1)C1=CC=C(C=C1)C1=CC=C2C=3C=CC(=CC3C(C2=C1)(CCC)CCC)C1=CC=C(C=C1)N1C2=CC=CC=C2C=2C=CC=CC12 9-(4-(7-(4-(4,5-diphenyl-4H-1,2,4-triazole-3-yl)phenyl)-9,9-dipropyl-9H-fluorene-2-yl)phenyl)-9H-carbazole